C1C(CCC2CCCCC12)OC(C1=C(C=CC=C1)[N+](=O)[O-])=O decahydronaphthalen-2-yl-2-nitrobenzoate